The molecule is monoanion of UDP-4-amino-4,6-dideoxy-L-N-acetyl-beta-L-altrosamine arising from deprotonation of the diphosphate and protonation of the amino function; major species at pH 7.3. It is a conjugate base of an UDP-4-amino-4,6-dideoxy-L-N-acetyl-beta-L-altrosamine. C[C@H]1[C@@H]([C@@H]([C@H]([C@H](O1)OP(=O)([O-])OP(=O)([O-])OC[C@@H]2[C@H]([C@H]([C@@H](O2)N3C=CC(=O)NC3=O)O)O)NC(=O)C)O)[NH3+]